3-(1,3-Dioxoisoindolin-2-yl)-5-methyl-4-oxopiperidine-1-carboxylic acid tert-butyl ester C(C)(C)(C)OC(=O)N1CC(C(C(C1)C)=O)N1C(C2=CC=CC=C2C1=O)=O